C(C1=CC(O)=C(O)C(O)=C1)(=O)[C@]1(O)[C@H](O)[C@@H](O)[C@H](O)[C@H](O1)CO 1-Galloyl-beta-glucose